2-[3'-tert-Butyl-2'-hydroxy-5'-(3''-methacryloyloxypropyl)phenyl]-5-chlorobenzotriazol C(C)(C)(C)C=1C(=C(C=C(C1)CCCOC(C(=C)C)=O)N1N=C2C(=N1)C=CC(=C2)Cl)O